N2-[7-bromo-2-(1-methyl-1H-pyrazol-4-yl)[1,2,4]triazolo[1,5-c]quinazolin-5-yl]-N-butyl-L-alaninamide BrC1=CC=CC=2C=3N(C(=NC12)N[C@@H](C)C(=O)NCCCC)N=C(N3)C=3C=NN(C3)C